FC=1C=C(O[C@H]2C=3N(CCC2)N=C(N3)NC3[C@H]2CN(C[C@@H]3CC2)C2=CN=NC(=C2)C)C=C(C1)F (R)-8-(3,5-difluorophenoxy)-N-((1R,5s,8s)-3-(6-methylpyridazin-4-yl)-3-azabicyclo[3.2.1]oct-8-yl)-5,6,7,8-tetrahydro-[1,2,4]triazolo[1,5-a]pyridin-2-amine